BrC(=CC=1OC=CC1)[N+](=O)[O-] 2-(2-bromo-2-nitrovinyl)furan